OC1C(CN(CC1)CC#N)C1N2C(C3=CC=CC=C13)=CN=C2 2-(4-hydroxy-3-(5H-imidazo[5,1-a]isoindol-5-yl)piperidin-1-yl)acetonitrile